COC=1C=C(N(C)C)C=C(C1)OC 3,5-dimethoxy-N,N-dimethylaniline